5-fluoro-8-(4-fluorophenyl)-9-(4,7-epoxy-5-hydroxyhexahydroisoindole-1,3(2H)-dione-2-yl)-8,9-dihydro-2H-pyrido[4,3,2-de]phthalazine-3(7H)-one-7-carboxylic acid tert-butyl ester C(C)(C)(C)OC(=O)N1C(C(C2=NNC(C=3C=C(C=C1C23)F)=O)N2C(C3C1CC(C(C3C2=O)O1)O)=O)C1=CC=C(C=C1)F